[Na+].C(CCCC(=O)[O-])(=O)[O-].[Na+] glutaric acid sodium salt